CN(C(=O)N1CCC(CC1)N1N=CC(=C1)B1OC(C(O1)(C)C)(C)C)C N,N-Dimethyl-4-(4-(4,4,5,5-tetramethyl-1,3,2-dioxaborolan-2-yl)-1H-pyrazol-1-yl)piperidine-1-carboxamide